2-(4-(5-chloro-2-(4-chloro-1H-1,2,3-triazol-1-yl)phenyl)-5-methoxy-2-oxopyridin-1(2H)-yl)-3-phenylpropionic acid methyl ester COC(C(CC1=CC=CC=C1)N1C(C=C(C(=C1)OC)C1=C(C=CC(=C1)Cl)N1N=NC(=C1)Cl)=O)=O